C1(CCCCCC1)OC1CCCCCC1 exo-(+)-cycloheptyl ether